C(C)C(CO)C=CC1C(C2(CC2C1)C)(C)C 2-ethyl-4-(1,2,2-trimethyl-3-bicyclo[3.1.0]hexanyl)but-3-en-1-ol